CC1=CC=C(C=C1)S(=O)(=O)NC(=O)NC1=CC(=CC=C1)OS(=O)(=O)C1=CC=C(C=C1)C N-(4-Methylphenylsulfonyl)-N'-(3-(4-methylphenylsulfonyloxy)phenyl)urea